ClC1=C(C=CC=C1Cl)C1=NC2=NC(=NC=C2N1)N1CCC2(CC1)CC1=CC=CC=C1C2 (S)-1'-(8-(2,3-dichlorophenyl)-7H-purin-2-yl)-1,3-dihydrospiro[indene-2,4'-piperidine]